OC1=CC=C(C=C1)[S+](C)C.CS(=O)(=O)[O-] methanesulfonic acid (4-hydroxyphenyl)dimethylsulfonium salt